C(CCC)N(C1=NN(NC(=C1)N(C1CC(N(C(C1)(C)C)C)(C)C)CCCC)NCCCN(CCN(CCCNN1NC(=CC(=N1)N(C1CC(N(C(C1)(C)C)C)(C)C)CCCC)N(C1CC(N(C(C1)(C)C)C)(C)C)CCCC)N1NC(=CC(=N1)N(C1CC(N(C(C1)(C)C)C)(C)C)CCCC)N(C1CC(N(C(C1)(C)C)C)(C)C)CCCC)N1NC(=CC(=N1)N(C1CC(N(C(C1)(C)C)C)(C)C)CCCC)N(C1CC(N(C(C1)(C)C)C)(C)C)CCCC)C1CC(N(C(C1)(C)C)C)(C)C N,N',N'',N'''-tetrakis-(4,6-bis(butyl-(N-methyl-2,2,6,6-tetramethylpiperidin-4-yl)amino)-triazin-2-yl)-4,7-diazadecane-1,10-diamine